1-[2-(4-methyl-1H-1,2,3-triazol-1-yl)acetyl]pyrrolidine-2-carboxamide CC=1N=NN(C1)CC(=O)N1C(CCC1)C(=O)N